COC([C@@H](NC(C(F)(F)F)C1=CC(=C(C=C1)C1=C(C=CC(=C1)S(=O)(=O)C)F)O)CC(C)C)=O (2,2,2-trifluoro-1-(2'-fluoro-2-hydroxy-5'-(methylsulfonyl)-[1,1'-biphenyl]-4-yl)ethyl)-L-leucine methyl ester